CCCCCCCCOC1=CC=C(C=C1)O 4-(n-octyloxy)phenol